C(CC)C=1C(=C(SC1C(=O)O)C(=O)O)CCC dipropyl-2,5-thiophenedicarboxylic acid